2-morpholino-5,7-dihydrofuro[3,4-b]pyridine-3-carboxamide O1CCN(CC1)C1=C(C=C2C(=N1)COC2)C(=O)N